C(C)(C)(C)OC(=O)N1C(CN(CC1)C=1SC(=C(C1)F)C(NC1=CC2=C(N=C(O2)C)C(=C1)F)=O)C tert-butyl-4-[4-fluoro-5-[(4-fluoro-2-methyl-1,3-benzoxazol-6-yl)carbamoyl]thiophen-2-yl]-2-methylpiperazine-1-carboxylate